4-(3-bromopropyloxy)-3-fluorobenzenesulfonyl chloride BrCCCOC1=C(C=C(C=C1)S(=O)(=O)Cl)F